2-chloro-4-((3-chlorophenyl-ethyl)amino)pyrimidin-5-carboxamide ClC1=NC=C(C(=N1)NCCC1=CC(=CC=C1)Cl)C(=O)N